(Z)-N-(1,4-dioxo-1,4-diphenylbut-2-en-2-yl)benzamide O=C(/C(=C/C(C1=CC=CC=C1)=O)/NC(C1=CC=CC=C1)=O)C1=CC=CC=C1